C(CCCCCCC\C=C/C\C=C/C\C=C/CC)(=O)OCCCCCCCCCCCCCCCCCCCCCCC(=O)O 23-(((9Z,12Z,15Z)-octadeca-9,12,15-trienoyl)oxy)-tricosanoic acid